ClC1=C(C(=O)N[C@@H](C(N2CC=CCC2C=2C=NC=CC2)=O)CC2=CC=CC=C2)C=C(C=C1)OC 2-chloro-5-methoxy-N-((2R)-1-oxo-3-phenyl-1-(6-(pyridin-3-yl)-5,6-dihydropyridin-1(2H)-yl)propan-2-yl)benzamide